1-(4-chloro-5-iodo-7H-pyrrolo[2,3-d]pyrimidin-7-yl)-2-methylpropan-2-ol ClC=1C2=C(N=CN1)N(C=C2I)CC(C)(O)C